FC(C(=O)OC[C@@H]1[C@@](C1)(C1=NOC(N1)=O)N1C(=CC2=CC(=CC=C12)[C@@H]1CC(OCC1)(C)C)C(N(C1=CC=CC=C1)C)=O)(F)F ((1S,2S)-2-(5-((S)-2,2-dimethyltetrahydro-2H-pyran-4-yl)-2-(methyl(phenyl)carbamoyl)-1H-indol-1-yl)-2-(5-oxo-4,5-dihydro-1,2,4-oxadiazol-3-yl)cyclopropyl)methyl 2,2,2-trifluoroacetate